CN1C(=CC=C1)C(=O)[O-] (R)-1-methylpyrrole-2-formate